FC1CN(CCC1(O)O)N1C(N=C(N=C1)C1=NC(=CC=C1)C(F)(F)F)NC1=CC(=NC=C1)C(F)(F)F 3-(3-fluoro-4,4-dihydroxypiperidin-1-yl)-6-(6-(trifluoromethyl)pyridin-2-yl)-N-(2-(trifluoromethyl)pyridin-4-yl)-1,3,5-triazin-2-amine